tert-butyl 2-(2-fluoro-4-(trifluoromethyl)phenyl)-5,5-dimethyl-3-oxopiperidine-1-carboxylate FC1=C(C=CC(=C1)C(F)(F)F)C1N(CC(CC1=O)(C)C)C(=O)OC(C)(C)C